FC1(CCC(CC1)CN1[C@H](C[C@@H](CC1)CC1=CC=2N(C=C1)N=CC2N2C(NC(C(=C2)C)=O)=O)C)F (5-(((2S,4R)-1-((4,4-difluorocyclohexyl)methyl)-2-methylpiperidin-4-yl)methyl)pyrazolo[1,5-a]pyridin-3-yl)-5-methylpyrimidine-2,4(1H,3H)-dione